2-(2-hydroxy-4-propoxyphenyl)-2H-benzotriazole OC1=C(C=CC(=C1)OCCC)N1N=C2C(=N1)C=CC=C2